3-Nitro-4-ethoxybenzoyl chloride [N+](=O)([O-])C=1C=C(C(=O)Cl)C=CC1OCC